NC=1SC2=C(C1C(=O)OCC)CCC(C2)(C2CCC2)C#N Ethyl 2-amino-6-cyano-6-cyclobutyl-4,5,6,7-tetrahydro-1-benzothiophene-3-carboxylate